5β-androstan-17β-ol-3-one C[C@]12CCC(=O)C[C@H]1CC[C@@H]3[C@@H]2CC[C@]4([C@H]3CC[C@@H]4O)C